N-((S)-2-hydroxy-1-(3-methoxyphenyl)ethyl)acetamide OC[C@H](C1=CC(=CC=C1)OC)NC(C)=O